C(C=C)OC(=O)N[C@H]1C[C@H](N(C1)C(=O)OC(C)(C)C)C(=O)OC 1-tert-butyl 2-methyl (2S,4S)-4-(allyloxycarbonylamino)-pyrrolidine-1,2-dicarboxylate